tert-butyl-(3-exo)-3-((4-((5-methyl-1H-pyrazol-3-yl) amino) thieno[2,3-d]pyrimidin-2-yl) amino)-8-azabicyclo[3.2.1]octane-8-carboxylate C(C)(C)(C)OC(=O)N1C2CC(CC1CC2)NC=2N=C(C1=C(N2)SC=C1)NC1=NNC(=C1)C